5-(chloromethyl)isophthalonitrile ClCC=1C=C(C=C(C#N)C1)C#N